CC1=C(C=C(C(=O)N2CCC(CC2)C2=CC=C(C#N)C=C2)C=C1)C1=NN=C(N1)N[C@@H]1COCC1 (S)-4-(1-(4-methyl-3-(5-((tetrahydrofuran-3-yl)amino)-4H-1,2,4-triazol-3-yl)benzoyl)piperidin-4-yl)benzonitrile